ClC=1C=C2CO[C@]3(O[C@@H]([C@H]([C@@H]([C@H]3O)O)O)C)C2=CC1CC=1SC(=C(C1)C)C (1S,3'R,4'S,5'S,6'R)-5-Chloro-6-((4,5-dimethylthiophen-2-yl)methyl)-6'-methyl-3',4',5',6'-tetrahydro-3H-spiro[isobenzofuran-1,2'-pyran]-3',4',5'-triol